bis(tert-butoxycarbonyl)ammonia C(C)(C)(C)OC(=O)NC(=O)OC(C)(C)C